OC1=C(C=CC(=C1)OCCCCCCCC)C1=NC(=NC(=N1)C1=C(C=C(C=C1)OCCCCCCCC)O)C1=C(C=C(C=C1)OCCCCCCCC)O 2,4,6-tris(2'-hydroxy-4'-octoxyphenyl)-1,3,5-triazine